(3S,5S)-3-({8-carbamoyl-6-chloropyrido[3,2-d]pyrimidin-4-yl}amino)-5-fluoropiperidin-1-carboxylic acid tert-butyl ester C(C)(C)(C)OC(=O)N1C[C@H](C[C@@H](C1)F)NC=1C2=C(N=CN1)C(=CC(=N2)Cl)C(N)=O